C(C)(C)N1CN=C(N=C1)N[C@@H](C)C1=CC(=CC=C1)OC1COCC1 3-Isopropyl-6-(((1S)-1-(3-((tetrahydrofuran-3-yl)oxy)phenyl)ethyl)amino)-1,3,5-triazine